OC[C@](C)(O)C=1SC(=CN1)[S@@](=O)(N)=NC(NC1=C2CCCC2=CC=2CCCC12)=O (R)-2-((S)-1,2-dihydroxypropan-2-yl)-N'-((1,2,3,5,6,7-hexahydro-s-indacen-4-yl)carbamoyl)-thiazole-5-sulfonimidamide